3-{[(2E)-3-(4-chlorobenzenesulfonyl)prop-2-en-1-yl]carbamoyl}-2-oxo-1,2,5,6,7,8-hexahydro-1,6-naphthyridine-6-carboxylic acid cyclopropylmethyl ester C1(CC1)COC(=O)N1CC=2C=C(C(NC2CC1)=O)C(NC\C=C\S(=O)(=O)C1=CC=C(C=C1)Cl)=O